[I-].C(C)(C)(C)OC(=O)NC=1C=CC2=C3C=CC(=CC3=C([N+](=C2C1)CCCI)C1=CC=CC=C1)NC(=O)OC(C)(C)C 3,8-Bis((tert-butoxycarbonyl)amino)-5-(3-iodopropyl)-6-phenylphenanthridin-5-ium iodide